(E)-3-(Dimethylamino)-1-(8-fluoroimidazo[1,2-a]pyridin-3-yl)prop-2-en-1-one CN(/C=C/C(=O)C1=CN=C2N1C=CC=C2F)C